The molecule is a linear amino tetrasaccharide consisting of two N-acetyl-beta-D-galactosaminyl-(1->4)-N-acetyl-beta-D-glucosamine disaccharide units linked (1->3). It is an amino tetrasaccharide, a glucosamine oligosaccharide and a galactosamine oligosaccharide. CC(=O)N[C@@H]1[C@H]([C@@H]([C@H](O[C@H]1O)CO)O[C@H]2[C@@H]([C@H]([C@H]([C@H](O2)CO)O)O[C@H]3[C@@H]([C@H]([C@@H]([C@H](O3)CO)O[C@H]4[C@@H]([C@H]([C@H]([C@H](O4)CO)O)O)NC(=O)C)O)NC(=O)C)NC(=O)C)O